ClC=1C=C(C=CC1Cl)C1=CNC=2N=CN(C(C21)=O)CC(=O)N2CC(CC2)F 5-(3,4-dichlorophenyl)-3-(2-(3-fluoropyrrolidin-1-yl)-2-oxoethyl)-3H-pyrrolo[2,3-d]pyrimidin-4(7H)-one